tert-butyl-3-aminopyrazolecarboxylate C(C)(C)(C)OC(=O)C1(N=NC=C1)N